8-(trifluoromethyl)pyrido[4,3-d]pyrimidin-7(6H)-one FC(C=1C(NC=C2C1N=CN=C2)=O)(F)F